(P)-1-ethyl-4-(3-hydroxy-2,6-dimethylphenyl)-3-(1H-imidazol-1-yl)-1H-pyrrolo[2,3-b]pyridine-6-carboxamide C(C)N1C=C(C=2C1=NC(=CC2C2=C(C(=CC=C2C)O)C)C(=O)N)N2C=NC=C2